tetrahexafluoroisopropyl-magnesium borate B([O-])([O-])[O-].FC(C(C(F)(F)F)[Mg+])(F)F.FC(C(C(F)(F)F)[Mg+])(F)F.FC(C(C(F)(F)F)[Mg+])(F)F.FC(C(C(F)(F)F)[Mg+])(F)F